ClC1=NC2=CC=CC=C2C(=C1)NCCC1=CC=C(C=C1)[N+](=O)[O-] 2-Chloro-N-(4-nitrophenethyl)chinolin-4-amin